(5'S,7a'R)-1-[4-(cyclobutyloxy)pyridin-2-yl]-5'-phenyltetrahydro-3'H-spiro[piperidine-4,2'-pyrrolo[2,1-b][1,3]oxazol]-3'-one C1(CCC1)OC1=CC(=NC=C1)N1CCC2(C(N3[C@H](O2)CC[C@H]3C3=CC=CC=C3)=O)CC1